(5-cyclopropyl-pyridin-3-yl)-(1,3-dimethyl-azetidin-3-yl)-(4-isopropyl-phenyl)-methanol C1(CC1)C=1C=C(C=NC1)C(O)(C1=CC=C(C=C1)C(C)C)C1(CN(C1)C)C